tert-butyl 4-amino-4-(((2-(1,3-dioxoisoindolin-2-yl)ethyl)amino)methyl)piperidine-1-carboxylate NC1(CCN(CC1)C(=O)OC(C)(C)C)CNCCN1C(C2=CC=CC=C2C1=O)=O